S1C=CC2=C1C=C(C=C2)CC(CC)NC [1-(1-benzothiophen-6-yl)butan-2-yl](methyl)amine